FC(CC(CCCC)O)(S(=O)(=O)C1=CC=CC=C1)S(=O)(=O)C1=CC=CC=C1 1-fluoro-1,1-bis(phenylsulfonyl)heptan-3-ol